C1(=C(C=CC=C1)N(C1=C(C=CC=C1)C1=C(C=CC=2OC3=C(C21)C=CC=C3)C3=CC=CC=C3)C3=C(C=CC=C3)C3=CC=CC=C3)C3=CC=CC=C3 di(biphenylyl)[(Phenyldibenzofuranyl)phenyl]amine